FC(OC1CC(C1)NC(=O)C=1N=NC(=CC1)OCC=1C(=NOC1C)C=1C=NC(=CC1)C)F N-(3-(Difluoromethoxy)cyclobutyl)-6-((5-methyl-3-(6-methylpyridin-3-yl)isoxazol-4-yl)methoxy)pyridazin-3-carboxamid